sodium 7-bromo-3,4-dihydro-2H-thieno[3,4-b][1,4]oxazine-5-carboxylate BrC=1SC(=C2C1OCCN2)C(=O)[O-].[Na+]